S1C=NC(=C1)CC(=O)O 2-(thiazol-4-yl)acetic acid